N1=CC(=CC=C1)CCC=1C=NC(=NC1)C=O 5-(2-(pyridin-3-yl)ethyl)pyrimidine-2-carbaldehyde